N(=[N+]=[N-])CC1CN(C2=C(N1)N=CC=C2)C2=CC=C(C=C2)C(F)(F)F 3-(azidomethyl)-1-(4-(trifluoromethyl)phenyl)-1,2,3,4-tetrahydropyrido[2,3-b]pyrazine